bismuth (3+) neodecanoate C(CCCCCC(C)(C)C)(=O)[O-].[Bi+3].C(CCCCCC(C)(C)C)(=O)[O-].C(CCCCCC(C)(C)C)(=O)[O-]